FC1=C(C(=O)O)C=CC(=C1F)F 2,3,4-trifluoro-benzoic acid